N-(3-{6-azaspiro[2.5]octane-6-yl}-4-(4-{2-[(3R,5S)-3,5-dimethylmorpholin-4-yl]-6-methoxypyrimidin-4-yl}-1H-1,2,3-Triazol-1-yl)phenyl)-2-hydroxyethane-1-sulfonamide C1CC12CCN(CC2)C=2C=C(C=CC2N2N=NC(=C2)C2=NC(=NC(=C2)OC)N2[C@@H](COC[C@@H]2C)C)NS(=O)(=O)CCO